N-hydroxy-N-formyl-3-(3-bromo-2-chlorophenoxy)propylamine ON(C=O)CCCOC1=C(C(=CC=C1)Br)Cl